O=C[C@H](CC1=CC=CC=C1)NC(=O)C1=CN=CS1 (S)-N-(1-OXO-3-PHENYLPROPAN-2-YL)THIAZOLE-5-CARBOXAMIDE